COC(=O)C1=NN=CN1 4H-1,2,4-triazole-3-carboxylic acid methyl ester